CN1C2=C(C=C(C1=O)C(=O)NC1=NC=CC=N1)C(CC2)(C)C 1,5,5-Trimethyl-2-oxo-N-pyrimidin-2-yl-6,7-dihydrocyclopenta[b]pyridine-3-carboxamide